OC=1C=C(C=CC1)CC(=O)OCC ethyl 2-(3-hydroxyphenyl)acetate